NC1=C(C(=NC=C1)O)O 4-amino-2,3-dihydroxypyridine